C(#N)C1=C(C(=CC=C1)C)N1CC(C1)C1=CC(=C(CN2CCC(CC2)C(=O)O)C(=C1)C)C 1-(4-(1-(2-cyano-6-methylphenyl)azetidin-3-yl)-2,6-dimethylbenzyl)piperidine-4-carboxylic acid